methyl 2-(4-(4,4,5,5-tetramethyl-1,3,2-dioxaborolan-2-yl)phenyl)acetate CC1(OB(OC1(C)C)C1=CC=C(C=C1)CC(=O)OC)C